CC=1C=CC=C2N(CCN(C12)C(=O)OC(C)(C)C)C=1C(N2CC\C=C/COC=3C=CC=C(NC4=NC=C(C1)C2=N4)C3)=O tert-butyl 8-methyl-4-[(10Z)-15-oxo-8-oxa-2,14,20,21-tetrazatetracyclo[12.6.2.13,7.018,22]tricosa-1(20),3,5,7(23),10,16,18,21-octaen-16-yl]-2,3-dihydroquinoxaline-1-carboxylate